ClC=1C=NC=C(C1C(C)OC=1C=C2C(=NNC2=CC1)C1=NC2=C(N1)CN(C2)C(=O)OCC)Cl Ethyl 2-(5-(1-(3,5-dichloropyridin-4-yl)ethoxy)-1H-indazol-3-yl)-4,6-diHydropyrrolo[3,4-d]imidazole-5(1H)-carboxylate